CCCC(CCCCCCCCCCCCCC)O 4-octadecanol